bispinacol boron [B].OC(C)(C)C(C)(C)O.OC(C)(C)C(C)(C)O